COC=1C=C(CN(C([O-])=O)CC2=CC(=CC=C2)OC)C=CC1 bis(3-methyloxybenzyl)carbamate